[N+](=O)([O-])C1=C(C=CC(=C1)[N+](=O)[O-])S(=O)O 2,4-dinitrophenylsulfinic acid